(3R,7R)-2-(3,4-dichlorobenzoyl)-3,7-dimethyl-9-(1-(2-(trifluoromethyl)pyrimidin-5-yl)ethyl)-1,2,3,4,8,9-hexahydropyrido[4',3':3,4]pyrazolo[1,5-a]pyrazin-10(7H)-one ClC=1C=C(C(=O)N2CC=3C(=NN4C3C(N(C[C@H]4C)C(C)C=4C=NC(=NC4)C(F)(F)F)=O)C[C@H]2C)C=CC1Cl